C(C(C)C)N1C2=NC(=NC(=C2N=C1)NN=CC1=CC(=CC=C1)C)N1CCOCC1 4-(9-isobutyl-6-(2-(3-methylbenzylidene)hydrazinyl)-9H-purin-2-yl)morpholine